5-(4-fluorophenyl)-7-(piperidin-4-yl)-5H-pyrrolo[3,2-d]pyrimidine FC1=CC=C(C=C1)N1C=C(C=2N=CN=CC21)C2CCNCC2